N-(5-((4-([1,1'-biphenyl]-3-yl)-5-chloropyrimidin-2-yl)amino)pyridin-3-yl)-10-(2-((2-(2,6-dioxopiperidin-3-yl)-1,3-dioxoisoindolin-4-yl)oxy)acetamido)decanamide C1(=CC(=CC=C1)C1=NC(=NC=C1Cl)NC=1C=C(C=NC1)NC(CCCCCCCCCNC(COC1=C2C(N(C(C2=CC=C1)=O)C1C(NC(CC1)=O)=O)=O)=O)=O)C1=CC=CC=C1